N-(2-((2-(dimethylamino)ethyl)(methyl)amino)-5-((4-(1-isopropyl-2-methyl-1H-benzo[d]imidazole-6-yl)pyrimidin-2-yl)amino)-4-methoxyphenyl)acrylamide CN(CCN(C1=C(C=C(C(=C1)OC)NC1=NC=CC(=N1)C=1C=CC2=C(N(C(=N2)C)C(C)C)C1)NC(C=C)=O)C)C